methyl (2E)-2-hydroxyimino-2-pyrazin-2-yl-acetate O\N=C(\C(=O)OC)/C1=NC=CN=C1